(R)-(1-(4-fluorophenyl)-6-((1-propyl-1H-pyrazol-4-yl)sulfonyl)4,4a,5,6,7,8-hexahydro-1H-pyrazolo[3,4-g]isoquinolin-4a-yl)(thiazol-2-yl)methanone FC1=CC=C(C=C1)N1N=CC2=C1C=C1CCN(C[C@]1(C2)C(=O)C=2SC=CN2)S(=O)(=O)C=2C=NN(C2)CCC